2-cyclopentyl-5-(5-methylfuran-2-yl)-[1,2,4]triazolo[1,5-c]pyrimidin C1(CCCC1)C1=NN2C(=NC=CC2=N1)C=1OC(=CC1)C